C(CCCCCCCC\C=C/C=CCCC)O (Z)-10,12-hexadecadien-1-ol